N-(6-amino-5-(oxetan-3-yl)pyridin-3-yl)-2-((2R,5S)-5-methyl-2-(2-(1,2,2-trimethylpiperidin-4-yl)benzo[d]thiazol-5-yl)piperidin-1-yl)-2-oxoacetamide NC1=C(C=C(C=N1)NC(C(=O)N1[C@H](CC[C@@H](C1)C)C=1C=CC2=C(N=C(S2)C2CC(N(CC2)C)(C)C)C1)=O)C1COC1